tert-butyl 3-(1-((3-fluoro-4-sulfamoyl-phenyl)methyl)-7-methoxy-imidazo[4,5-c][1,8]naphthyridin-2-yl)azetidine-1-carboxylate FC=1C=C(C=CC1S(N)(=O)=O)CN1C(=NC=2C=NC=3N=C(C=CC3C21)OC)C2CN(C2)C(=O)OC(C)(C)C